5-oxa-2-azaspiro[3.5]nonane hemioxalate C(C(=O)O)(=O)O.C1NCC12OCCCC2.C2NCC21OCCCC1